FC1=C(C=CC(=C1)F)C1=CC(=C(S1)C(=O)N[C@@H]1CN(CCC1)C(=O)OCCCC)NC(=O)N butyl (S)-3-(5-(2,4-difluorophenyl)-3-ureidothiophene-2-carboxamido)piperidine-1-carboxylate